3,4-dimethyl-2-cyclopentenone CC1=CC(CC1C)=O